17-hydroxy-docosapentaenoic acid OC(CCCCCC=CC=CC=CC=CC=CC(=O)O)CCCCC